Methyl 1-(4-(4-chloro-2-(oxetan-3-yloxy) phenyl)-5-(isopropylsulfanyl) thiazol-2-yl)-3-methyl-1H-pyrazole-5-carboxylate ClC1=CC(=C(C=C1)C=1N=C(SC1SC(C)C)N1N=C(C=C1C(=O)OC)C)OC1COC1